COC=1C=C2CC=3N=CSC3C2=CC1 6-methoxy-4H-indeno[2,1-d]thiazole